(S)-3-(2,5-difluoropyridin-4-yl)-2-methylpropan-1-ol FC1=NC=C(C(=C1)C[C@@H](CO)C)F